C(#N)C1=CC=C(N2C(=CC(=C12)F)F)C=1C=NC=CC1SC1(CCC1)C(=O)O 1-((3-(8-Cyano-1,3-difluoroindolizin-5-yl)pyridin-4-yl)thio)cyclobutane-1-carboxylic acid